4-(6-(2,5-dioxo-2,5-dihydro-1H-pyrrol-1-yl)hexanyl)piperazine-1-carbohydrazide O=C1N(C(C=C1)=O)CCCCCCN1CCN(CC1)C(=O)NN